[Li+].[Li+].C(C)C1C(C(CCC1)C(=O)[O-])C(=O)[O-] 3-ethylcyclohexane-1,2-dicarboxylic acid dilithium salt